NC(C)C=1C(=NC=CN1)C=1OC(C(N(N1)C)=O)(C)C 2-[3-(1-aminoethyl)pyrazin-2-yl]-4,6,6-trimethyl-1,3,4-oxadiazin-5-one